COC1=C(C=NC=C1)C1=CC2=C(C(=N1)C)C=NN2C2=NC(=CC(=C2)N2[C@@H]([C@H](C2)CS(=O)(=O)C)C)OC2=CC=CC=C2 6-(4-methoxypyridin-3-yl)-4-methyl-1-(4-((2R,3S)-2-methyl-3-((methylsulfonyl)methyl)azetidin-1-yl)-6-phenoxypyridin-2-yl)-1H-pyrazolo[4,3-c]pyridine